C(C)(C)(C)OC(=O)N1CC2(C1)CC(C=1SC(=C(C12)C#N)N)C 2-amino-3-cyano-6-methyl-spiro[5,6-dihydro-cyclopenta[b]thiophene-4,3'-azetidine]-1'-carboxylic acid tert-butyl ester